C(/C1=CC=CC=C1)=C/1\C(N(C(C1)=O)CCCC(=O)OCC)=O (E)-ethyl 4-(3-benzylidene-2,5-dioxopyrrolidinyl)butyrate